3-bromo-2-prop-1-ynyl-pyridine BrC=1C(=NC=CC1)C#CC